2-diethylaminoethanol hydrogen bromide Br.C(C)N(CCO)CC